C(=O)O.BrC1=CC2=C(NC(=N2)NC2=CNC=3C2=NC(=CC3)Cl)C=C1 5-bromo-N-(5-chloro-1H-pyrrolo[3,2-b]pyridin-3-yl)-1H-benzo[d]imidazol-2-amine formate